C(C)(C)(C)OC(=O)N1C[C@H]2N(C3=C(OC2)C(=C(C=C3)C(=O)O)CNC3C(NC(CC3)=O)=O)CC1 (4aR)-3-(tert-butoxycarbonyl)-7-(((2,6-dioxopiperidin-3-yl)amino)methyl)-1,2,3,4,4a,5-hexahydrobenzo[b]pyrazino[1,2-d][1,4]oxazine-8-carboxylic acid